CC1(OB(OC1(C)C)C1=CC(=C(C(=O)O)C=C1)C(F)(F)F)C 4-(4,4,5,5-tetramethyl-1,3,2-dioxaborolan-2-yl)-2-(trifluoromethyl)benzoic acid